Methyl 4-benzyloxy-2-hydroxy-benzoate C(C1=CC=CC=C1)OC1=CC(=C(C(=O)OC)C=C1)O